dl-ortho-cresyl phosphite P(OC1=C(C=CC=C1)C)([O-])[O-]